3-((3-(Aminomethyl)phenyl)sulfonyl)-N,N-dimethyl-5-phenylpiperidine-1-carboxamide 2,2,2-trifluoroacetate FC(C(=O)O)(F)F.NCC=1C=C(C=CC1)S(=O)(=O)C1CN(CC(C1)C1=CC=CC=C1)C(=O)N(C)C